2-amino-3-isopropyl-amino-6,7-dihydro-1H,5H-pyrazolo[1,2-a]pyrazol-1-one NC1=C(N2N(CCC2N)C1=O)C(C)C